COC=1C=C2C(=NC(=NC2=CC1OC)C)NC(C)C1=C2C(=NC=C1)SC=C2 6,7-dimethoxy-2-methyl-N-[1-(thieno[2,3-b]pyridin-4-yl)ethyl]quinazolin-4-amine